2,4,6-tri-tert-butylphenyl-pentaerythritol diphosphite OP(O)OP(O)O.C(C)(C)(C)C1=C(C(=CC(=C1)C(C)(C)C)C(C)(C)C)C(O)C(CO)(CO)CO